4-hydroxy-3-methyl-3-(3-(1-methyl-1H-imidazol-4-yl)-4-((4-(trifluoromethyl)phenyl)amino)phenyl)pyrrolidin-2-one OC1C(C(NC1)=O)(C1=CC(=C(C=C1)NC1=CC=C(C=C1)C(F)(F)F)C=1N=CN(C1)C)C